ClC1=C(N)C=CC(=C1)SC#N 2-chloro-4-thiocyanatoaniline